N-(1-(4-fluorophenyl)-6-(pyridin-3-yl)-1H-pyrazolo[3,4-d]pyrimidin-4-yl)-5-nitrothiophene-2-carboxamide FC1=CC=C(C=C1)N1N=CC=2C1=NC(=NC2NC(=O)C=2SC(=CC2)[N+](=O)[O-])C=2C=NC=CC2